FC1=CC=C(C=C1)C(C)N1N=CC(=C1)C1=CC=CC(=N1)C1=CC=2N(C=C1)N=C(N2)N 7-(6-(1-(1-(4-fluorophenyl)ethyl)-1H-pyrazol-4-yl)pyridin-2-yl)-[1,2,4]triazolo[1,5-a]pyridin-2-amine